C(C)OC(C)=O.[SiH4] silane ethylacetate